N-(1,2-Dimethylpiperidin-4-yl)-N-methyl-5-[2-(1H-pyrazol-4-yl)pyrimidin-5-yl][1,3]thiazolo[5,4-d][1,3]thiazol-2-amin CN1C(CC(CC1)N(C=1SC=2N=C(SC2N1)C=1C=NC(=NC1)C=1C=NNC1)C)C